IC1=CC(=C(OC2=NC3=C(N2C)C=CC=C3)C=C1)C (4-iodo-2-methylphenoxy)-1-methyl-1H-benzimidazole